Cl.C1(=CC(=CC=C1)CNCCCCNCCCNCCCCCC)CNCCCCNCCCNCCCCCC N1,N1'-(1,3-phenylenebis(methylene))bis(N4-(3-(hexylamino)propyl)butane-1,4-diamine), hydrochloride salt